FC1=C2CCC3(OCCO3)C2=C(C=C1)S(=O)(=O)C 4-fluoro-7-(methylsulfonyl)-2,3-dihydrospiro[indene-1,2'-[1,3]dioxolane]